Cl.C(C)N1CC(CCC1)=O 1-ethyl-3-piperidone hydrochloride